C(=O)(OC(C)(C)C)N[C@@H](CCO)C(=O)O (Boc)-homoserine